C1(=CC=CC=C1)/C=C/C#N (2E)-3-phenyl-2-propenenitrile